(N-[4-amino-5-[4-(difluoromethoxy)benzoyl]thiazol-2-yl]-4-chloro-2-fluoro-anilino)propanamide Sodium bis(oxalate) C(C(=O)[O-])(=O)[O-].C(C(=O)[O-])(=O)[O-].[Na+].NC=1N=C(SC1C(C1=CC=C(C=C1)OC(F)F)=O)N(C1=C(C=C(C=C1)Cl)F)C(C(=O)N)C.[Na+].[Na+].[Na+]